2-methyl-ethyl-2-methyl-propyl-1,3-dimethoxypropane CCCC(CCOC)(OC)CC(C)C